1-(((5S,7S)-3-(3,5-dimethylpyrazin-2-yl)-7-methyl-2-oxo-1-oxa-3-azaspiro[4.5]decan-7-yl)methyl)-1H-benzo[d]imidazole-6-carbonitrile CC=1C(=NC=C(N1)C)N1C(O[C@]2(C1)C[C@@](CCC2)(C)CN2C=NC1=C2C=C(C=C1)C#N)=O